5-fluoro-2-(methylthio)pyrimidin-4-ol FC=1C(=NC(=NC1)SC)O